(3,3-difluorocyclobutyl)(6-(2-methylimidazo[1,2-a]pyridin-7-yl)thieno[2,3-b]pyridin-2-yl)methanol FC1(CC(C1)C(O)C1=CC=2C(=NC(=CC2)C2=CC=3N(C=C2)C=C(N3)C)S1)F